CC1=C(C=CC(=C1)C)NC(=O)C1(CC1)C(=O)NC1=C(C=C(C=C1)C)C N,N'-bis(2,4-dimethylphenyl)cyclopropane-1,1-diamide